(R)-1-[(R)-7-(4-fluorobenzoyl)-8-methyl-3-(3-Methyl-1,2,4-thiadiazol-5-yl)-5,6,7,8-tetrahydroimidazo[1,5-a]pyrazin-1-yl]-4-Methoxypyrrolidin-2-one FC1=CC=C(C(=O)N2[C@@H](C=3N(CC2)C(=NC3N3C(C[C@H](C3)OC)=O)C3=NC(=NS3)C)C)C=C1